C(C)(=O)N1[C@@H](CN(CC1)C(C=C)=O)C1=CC(=NC(=C1)Cl)C=1C(=NC(=CC1)C(=O)NC)F (R)-4-(1-acetyl-4-acryloylpiperazin-2-yl)-6-chloro-2'-fluoro-N-methyl-[2,3'-bipyridine]-6'-carboxamide